C(C1=CC=CC=C1)N1CC(C[C@H](C1)O[Si](C1=CC=CC=C1)(C1=CC=CC=C1)C(C)(C)C)=O (R)-1-benzyl-5-((tert-butyldiphenylsilyl)oxy)piperidin-3-one